CC1(CCC2=CC(=CC=C12)NC=1C=CC2=C(OCC(N2C)=O)C1)C 7-((1,1-Dimethyl-2,3-dihydro-1H-inden-5-yl)amino)-4-methyl-2H-benzo[b][1,4]oxazin-3(4H)-one